6,6'-difluoro-3,3'-bis((2R,4S)-4-fluoropyrrolidin-2-yl)methyl-1H,1'H-2,2'-biindole FC1=CC=C2C(=C(NC2=C1)C=1NC2=CC(=CC=C2C1C[C@H]1NC[C@H](C1)F)F)C[C@H]1NC[C@H](C1)F